3-[(E) or (Z)-hexadec-1-enyl]tetrahydrofuran-2,5-dione C(=CCCCCCCCCCCCCCC)C1C(OC(C1)=O)=O